(2S,4R)-2-(((1-methyl-1H-indazol-5-yl)methyl)carbamoyl)-4-(4-methylbenzyl)pyrrolidine CN1N=CC2=CC(=CC=C12)CNC(=O)[C@H]1NC[C@@H](C1)CC1=CC=C(C=C1)C